4,5-bis(diisopropylphosphinomethyl)acridine C(C)(C)P(C(C)C)CC1=CC=CC2=CC3=CC=CC(=C3N=C12)CP(C(C)C)C(C)C